ClC=1C=C(C=CC1)[C@H](C(=O)N1CCN(CC1)C=1N=CC(=NC1)C=1C=2N(C=C(C1)OCC)N=CC2C#N)O (R)-4-(5-(4-(2-(3-chlorophenyl)-2-hydroxyacetyl)piperazin-1-yl)pyrazin-2-yl)-6-ethoxypyrazolo[1,5-a]pyridine-3-carbonitrile